ClC1=NC=C(C(=N1)N1C(CCCC1)C(F)(F)F)Cl 2,5-dichloro-4-(2-(trifluoromethyl)piperidin-1-yl)pyrimidine